CC1=C(C=C(C(=O)NC2=CC(=CC(=C2)C(F)(F)F)N2C=NC(=C2)C)C=C1)NC1=NC=CC(=N1)C=1C=NC=CC1 4-methyl-N-[3-(4-methyl-1H-imidazol-1-yl)-5-(trifluoromethyl)phenyl]-3-[[4-(3-pyridinyl)-2-pyrimidinyl]amino]benzamide